3,4-Dihydroxy-2-methoxy-benzaldehyd OC=1C(=C(C=O)C=CC1O)OC